BrC1=CC(=CC=2OCOC21)C(C)OCCC 4-bromo-6-(1-propoxyethyl)benzo[d][1,3]dioxole